N/C(/NC)=N/C1=NC=C(C(=O)N(CC2=CC=C(C=N2)C=2C=NC(=CC2)N2CCOCC2)[C@H](C)C2=C(C=CC=C2)F)C=C1 (R,Z)-6-((amino(methylamino)methylene)amino)-N-(1-(2-fluorophenyl)ethyl)-N-((6'-morpholinyl-[3,3'-bipyridyl]-6-yl)methyl)nicotinamide